C12COCC(CNC1)C2CN2C[C@H]1N(C=3C(=NN=C(C3)C3=C(C=CC=C3)O)NC1)CC2 2-((6aS)-8-((3-oxa-7-azabicyclo[3.3.1]nonan-9-yl)methyl)-6,6a,7,8,9,10-hexahydro-5H-pyrazino[1',2':4,5]pyrazino[2,3-c]pyridazin-2-yl)phenol